C1(CC1)OC1=C(C=C(CN2N=CC(=C2)C(=O)O)C=C1)C(F)(F)F 1-(4-cyclopropyloxy-3-(trifluoromethyl)benzyl)-1H-pyrazole-4-carboxylic acid